OC1=CC=C(C=C1)/C(=C(\CC)/C1=CC=CC=C1)/C1=CC=C(OCCN2CCN(CC2)CCOC=2C=C3CN(C(C3=CC2)=O)C2C(NC(CC2)=O)=O)C=C1 (Z)-3-(5-(2-(4-(2-(4-(1-(4-hydroxyphenyl)-2-phenylbut-1-en-1-yl)phenoxy)ethyl)piperazin-1-yl)ethoxy)-1-oxoisoindolin-2-yl)piperidine-2,6-dione